n-butyl-azophenol C(CCC)C=1C(=C(C=CC1)O)N=NC1=C(C=CC=C1)O